ClC=1C=2N(C=C(C1)C(F)(F)F)C(=NN2)N(C(C)C=2N(N=CN2)C2=NC=CC=N2)CC2CC2 8-chloro-N-(cyclopropylmethyl)-N-[1-(2-pyrimidin-2-yl-1,2,4-triazol-3-yl)ethyl]-6-(trifluoromethyl)-[1,2,4]triazolo[4,3-a]pyridin-3-amine